2-ethylhexyl-Imidazole C(C)C(CC=1NC=CN1)CCCC